2-(((2-Amino-4-fluoro-5-methoxyphenyl)thio)methyl)-2-butylhexanoic acid NC1=C(C=C(C(=C1)F)OC)SCC(C(=O)O)(CCCC)CCCC